methyl-7,8-dihydroxyl-1-(3-methoxyphenyl)-1,2,3,4-tetrahydroisoquinoline-3-carboxylate COC(=O)C1NC(C2=C(C(=CC=C2C1)O)O)C1=CC(=CC=C1)OC